COC1=CC=C(C=C1)CCCC(=O)O 4-(4-methoxyphenyl)butyric acid